FC1=C(C=C(C(=C1)F)CS)C1=C(OCCNC(OC(C)(C)C)=O)C=CC=C1 tert-butyl N-[2-[2-[2,4-difluoro-5-(sulfanylmethyl)phenyl]phenoxy]ethyl]carbamate